C1(=CC=CC=C1)C1=CC=C(C=C1)CNS(=O)(=O)C1=CC=C(C=C1)NC(=O)NCC=1C=NC=CC1 1-(4-{[(4-phenylphenyl)methyl]sulfamoyl}phenyl)-3-(pyridin-3-ylmethyl)urea